(R)-N-(4-([1,2,4]triazolo[1,5-a]pyridin-7-yloxy)-2-fluoro-3-methylphenyl)-6-(3-methylpiperazin-1-yl)pyrimido[5,4-d]pyrimidin-4-amine N=1C=NN2C1C=C(C=C2)OC2=C(C(=C(C=C2)NC=2C1=C(N=CN2)C=NC(=N1)N1C[C@H](NCC1)C)F)C